C(C=C)(=O)N1CCN(CC1)[C@H]1C=2C(NCC1)=C(N(N2)C2=CC=C(C=C2)OC2=C(C=CC=C2)OC(F)(F)F)C(=O)N (7R)-7-[4-(prop-2-enoyl)piperazin-1-yl]-2-{4-[2-(trifluoromethoxy)phenoxy]phenyl}-4,5,6,7-tetrahydro-2H-pyrazolo[4,3-b]pyridine-3-carboxamide